CC1=CC(=CC(=C1O)C/C=C(\\C)/CC/C=C(\\C)/CC/C=C(\\C)/CCC=C(C)C)O The molecule is a polyprenylhydroquinone that is 2-methylbenzene-1,4-diol substituted by a geranylgeranyl group at position 6. It is a polyprenylhydroquinone and a member of hydroquinones.